(1-fluoro-1-(2-(((3S,6S,9aS)-5-oxo-3-(3-(pyridin-3-yl)azetidine-1-carbonyl)octahydro-1H-pyrrolo[1,2-a]azepin-6-yl)carbamoyl)benzo[b]thiophen-5-yl)ethyl)phosphonic acid FC(C)(C1=CC2=C(SC(=C2)C(N[C@H]2CCC[C@@H]3N(C2=O)[C@@H](CC3)C(=O)N3CC(C3)C=3C=NC=CC3)=O)C=C1)P(O)(O)=O